(17S,20S)-18-[1-(2-chloro-4-fluoro-phenyl)pyrazole-4-carbonyl]-21-oxa-9,15,18,28-tetrazapentacyclo[20.3.1.16,9.117,20.02,7]octacosa-1(26),2,4,6(28),7,22,24-heptaen-16-one ClC1=C(C=CC(=C1)F)N1N=CC(=C1)C(=O)N1[C@@H]2C(NCCCCCN3C=C4C(C=CC=C4C=4C=CC=C(O[C@H](C1)C2)C4)=N3)=O